(((9H-fluoren-9-yl)methoxy)carbonylamino)propanoic acid C1=CC=CC=2C3=CC=CC=C3C(C12)COC(=O)NC(C(=O)O)C